(1H-pyrrolo[3,2-b]pyridin-5-yl)piperazine-1-carboxylic acid tert-butyl ester C(C)(C)(C)OC(=O)N1C(CNCC1)C1=CC=C2C(=N1)C=CN2